methyl (S)-9-(5,6,7,8-tetrahydro-1,8-naphthyridin-2-yl)-2-(3,4,5,6-tetrahydro-[1,1'-biphenyl]-2-carboxamido)nonanoate N1=C(C=CC=2CCCNC12)CCCCCCC[C@@H](C(=O)OC)NC(=O)C1=C(CCCC1)C1=CC=CC=C1